tert-Butyl (2-chloro-6-(1-(hydroxymethyl)cyclopropyl)-7-methylthieno[3,2-d]pyrimidin-4-yl)(furan-2-ylmethyl)carbamate ClC=1N=C(C2=C(N1)C(=C(S2)C2(CC2)CO)C)N(C(OC(C)(C)C)=O)CC=2OC=CC2